imidazolidinonyl-biphenyl fluorine [F].N1(C(NCC1)=O)C1=C(C=CC=C1)C1=CC=CC=C1